N,N-bis(phosphinyl-hydroxymethyl)glycine [PH2](=O)C(N(CC(=O)O)C(O)[PH2]=O)O